(4-hydroxycyclohexyl)-5-(4-((2-methylpyrrolidin-1-yl)methyl)phenyl)nicotinamide Benzyl-4-((((1r,4r)-4-((tert-butoxycarbonyl)amino)cyclohexyl)methoxy)methyl)piperidine-1-carboxylate C(C1=CC=CC=C1)OC(=O)N1CCC(CC1)COCC1CCC(CC1)NC(=O)OC(C)(C)C.OC1CCC(CC1)C1=C(C(=O)N)C=C(C=N1)C1=CC=C(C=C1)CN1C(CCC1)C